N-(2-(1-((2-(2,6-dioxopiperidin-3-yl)pyridin-3-yl)methyl)piperidin-4-yl)-6-methoxy-2H-indazol-5-yl)-6-(trifluoromethyl)nicotinamide O=C1NC(CCC1C1=NC=CC=C1CN1CCC(CC1)N1N=C2C=C(C(=CC2=C1)NC(C1=CN=C(C=C1)C(F)(F)F)=O)OC)=O